ClC1=CC=C(C(=N1)C(O)C1=NC=CC=C1F)NC(OC(C)(C)C)=O Tert-butyl (6-chloro-2-((3-fluoropyridin-2-yl)(hydroxy)methyl)pyridin-3-yl)carbamate